NC=1C(NC2=C3C=CC=NC3=C(C=C2C1C=1C2=CN(N=C2C(=C(C1)F)F)C1OCCCC1)C)=O 3-amino-4-[6,7-difluoro-2-(oxan-2-yl)indazol-4-yl]-6-methyl-1H-1,7-phenanthrolin-2-one